4,5-divinyl-1,3-dioxolan-2-one C(=C)C1OC(OC1C=C)=O